histamine-15N [15NH2]CCC1=CNC=N1